5-(1-methylcyclopropoxy)-3-[2-[1-(4-piperidylmethyl)-1,6-diazaspiro[3.3]heptan-6-yl]-4-pyridyl]-1H-indazole CC1(CC1)OC=1C=C2C(=NNC2=CC1)C1=CC(=NC=C1)N1CC2(CCN2CC2CCNCC2)C1